Tert-butyl N-[3-[2-(6-hydroxy-2,7-dimethyl-indazol-5-yl)-5-oxo-pyrido[4,3-d]pyrimidin-6-yl]cyclobutyl]carbamate OC=1C(=CC2=CN(N=C2C1C)C)C=1N=CC2=C(N1)C=CN(C2=O)C2CC(C2)NC(OC(C)(C)C)=O